ClC=1C(=NC=C(C1)F)N1CC(C1)OC=1C=C(C=CC1OC)[C@H]1[C@](CN(C1)C([C@H](CO)O)=O)(C)[C@@H](C)O (S)-1-((3S,4S)-4-(3-((1-(3-chloro-5-fluoropyridin-2-yl)azetidin-3-yl)oxy)-4-methoxyphenyl)-3-((R)-1-hydroxyethyl)-3-methylpyrrolidin-1-yl)-2,3-dihydroxypropan-1-one